CN(C[C@H](C(F)(F)F)OC1=CC=CC(=N1)C#N)C |r| (±)-6-((3-(dimethylamino)-1,1,1-trifluoropropan-2-yl)oxy)pyridinecarbonitrile